FC=1C(=C2C(=NC1)N(C=C2)COCC[Si](C)(C)C)C=2C=NN(C2)C2(CNC2)CC#N {3-[4-(5-fluoro-1-{[2-(trimethylsilyl)ethoxy]methyl}-1H-pyrrolo[2,3-b]pyridin-4-yl)-1H-pyrazol-1-yl]azetidin-3-yl}acetonitrile